6-(3-(3-hydroxyadamantan-1-yl)-4-methoxyphenyl)-2-naphthoic acid methyl ester COC(=O)C1=CC2=CC=C(C=C2C=C1)C1=CC(=C(C=C1)OC)C12CC3(CC(CC(C1)C3)C2)O